(1R,2S)-2-(cyclopropylamino)cyclohexane-1-carboxylic acid ethyl ester hydrochloride Cl.C(C)OC(=O)[C@H]1[C@H](CCCC1)NC1CC1